6-(4-chloro-phenyl)-2-methyl-nicotinic acid methyl ester COC(C1=C(N=C(C=C1)C1=CC=C(C=C1)Cl)C)=O